1-(3-(piperazine-1-carbonyl)-4-fluorobenzyl)quinazoline-2,4(1H,3H)-dione 2,2,2-trifluoroacetate salt FC(C(=O)O)(F)F.N1(CCNCC1)C(=O)C=1C=C(CN2C(NC(C3=CC=CC=C23)=O)=O)C=CC1F